N1C=C(C=2C=NC=CC21)N2CCOCC2 (1H-pyrrolo[3,2-c]pyridin-3-yl)morpholine